ClC=1C=C(CNCCO)C=C(C1)Cl 2-((3,5-dichlorobenzyl)amino)-1-ethanol